tin di(2-ethyl hexanoate) C(C)C(C(=O)[O-])CCCC.C(C)C(C(=O)[O-])CCCC.[Sn+2]